N-tert-butyl-2-{[2-(4-{[(2R)-1-hydroxypropan-2-yl]oxy}pyridin-2-yl)-5H,6H,7H-cyclopenta[d]pyrimidin-4-yl](methyl)amino}acetamide C(C)(C)(C)NC(CN(C)C=1C2=C(N=C(N1)C1=NC=CC(=C1)O[C@@H](CO)C)CCC2)=O